ClC=1C=C(OCC[C@H](C(=O)O)C)C=CC1C=1N(C2=NC=NC(=C2N1)OC1(CC1)C)CC1=C(C=CC=C1)C#N (R)-4-(3-chloro-4-(9-(2-cyanobenzyl)-6-(1-methylcyclopropoxy)-9H-purin-8-yl)phenoxy)-2-methylbutanoic acid